para-acryloxyethoxybenzophenone C(C=C)(=O)OCCOC1=CC=C(C=C1)C(C1=CC=CC=C1)=O